NC1=C(C=C(C=N1)C1=CC(=C(C=C1)N1CCN(CC1)C(=O)OC(C)(C)C)C(F)(F)F)C=1C=C2CCNC(C2=CC1)=O tert-butyl 4-(4-(6-amino-5-(1-oxo-1,2,3,4-tetrahydroisoquinolin-6-yl)pyridin-3-yl)-2-(trifluoromethyl)phenyl)piperazine-1-carboxylate